[Cm].[Pu] plutonium-curium